oxo-heptene O=C=CCCCCC